COC(=O)C1=CC(=CC2=CN(N=C12)C)Br.C(C)O[Si](CCCC(C)S(=S)(=O)O)(OCC)OCC 3-triethoxysilyl-1-propylethylthiosulfonate methyl-5-bromo-2-methyl-2H-indazole-7-carboxylate